N-(3-methoxybenzyl)-4-(morpholinomethyl)-N-(4-(pyrrolidin-1-yl)benzyl)aniline COC=1C=C(CN(C2=CC=C(C=C2)CN2CCOCC2)CC2=CC=C(C=C2)N2CCCC2)C=CC1